5-[4,6-difluoro-1-(2-trimethylsilylethoxymethyl)indol-5-yl]oxy-2-vinyl-benzamidine FC1=C2C=CN(C2=CC(=C1OC=1C=CC(=C(C(=N)N)C1)C=C)F)COCC[Si](C)(C)C